C(C)(C)N1CCN(C2=CC=CC=C12)C(C(C)N1CCN(CC1)C)=O 1-(4-isopropyl-3,4-dihydroquinoxaline-1(2H)-yl)-2-(4-methylpiperazin-1-yl)propan-1-one